OC=1C=C(C=CC1O)N[C@@H](C)C(=O)O 3,4-dihydroxyphenyl-l-alanine